3-(4-bromophenyl)cyclobutane-1-carbaldehyde BrC1=CC=C(C=C1)C1CC(C1)C=O